1-(PROPAN-2-YL)PIPERIDINE-2-CARBALDEHYDE CC(C)N1C(CCCC1)C=O